C(C)OC(=O)C1=CC2=C(N(C(S2)=N)CC(=O)OC(C)(C)C)C=C1 3-(2-(tert-butoxy)-2-oxoethyl)-2-imino-2,3-dihydrobenzo[d]thiazole-6-carboxylic acid ethyl ester